1H-indol-4-yl dihydrogen phosphate P(=O)(OC1=C2C=CNC2=CC=C1)(O)O